BrC=1C=C2C(C(OCC2=CC1OC)C(C(=O)OCC)=O)=O ethyl 2-(6-bromo-7-methoxy-4-oxo-isochroman-3-yl)-2-oxo-acetate